(7-cyclopropyl-1-(prop-2-yn-1-yl)-1H-indazol-3-yl)-4-fluorobenzamide C1(CC1)C=1C=CC=C2C(=NN(C12)CC#C)C1=C(C(=O)N)C=CC(=C1)F